C(C)(C)(C)OC(=O)NC1=NN2C(C(=NC(=C2)C=2C=NN(C2)C)O[C@H]2C[C@H](C2)N(C(OC(C)(C)C)=O)C)=C1 tert-Butyl ((cis)-3-((2-((tert-butoxycarbonyl)amino)-6-(1-methyl-1H-pyrazol-4-yl)pyrazolo[1,5-a]pyrazin-4-yl)oxy)cyclobutyl)(methyl)carbamate